N-cyclopropyl-1-((5-(2,6-dichloro-4-(6-(difluoromethyl)-3,5-dioxo-4,5-dihydro-1,2,4-triazin-2(3H)-yl)phenoxy)-2-hydroxyphenyl)sulfonamido)cyclobutane-1-carboxamide C1(CC1)NC(=O)C1(CCC1)NS(=O)(=O)C1=C(C=CC(=C1)OC1=C(C=C(C=C1Cl)N1N=C(C(NC1=O)=O)C(F)F)Cl)O